CS(=O)C=1N=CC=2N=CN=C(C2N1)O 6-methylsulfinylpyrimido[5,4-D]pyrimidin-4-ol